6-chloro-3-(((R)-1-(3,6-dimethyl-2-((1R,5S,6S)-6-(2-methylpyrimidin-5-yl)-3-azabicyclo[3.1.0]hexan-3-yl)-4-oxo-3,4-dihydroquinazolin-8-yl)ethyl)amino)-N-(methylsulfonyl)picolinamide ClC1=CC=C(C(=N1)C(=O)NS(=O)(=O)C)N[C@H](C)C=1C=C(C=C2C(N(C(=NC12)N1C[C@@H]2C([C@@H]2C1)C=1C=NC(=NC1)C)C)=O)C